3-(benzyloxy)-2-methyl-4-pyrone C(C1=CC=CC=C1)OC1=C(OC=CC1=O)C